N1=C(N=C2N=CNC2=C1)C=O purinal